monoaminoterephthalic acid NC1=C(C(=O)O)C=CC(=C1)C(=O)O